ClC=1C=C(C(=NC1NC1=CC2=C(N(C(N2CCC(C)(C)O)=O)C)C=C1)N1C[C@@H]([C@@H]([C@@H](C1)C)F)O)C#N 5-chloro-2-[(3S,4R,5R)-4-fluoro-3-hydroxy-5-methyl-1-piperidyl]-6-[[3-(3-hydroxy-3-methyl-butyl)-1-methyl-2-oxo-benzimidazol-5-yl]amino]pyridine-3-carbonitrile